C(C)(C)(C)OC(=O)C(CCC(NCCOCCOCC(NCCOCCOCC(=O)O)=O)=O)NC(CCCCCCCCCCCCCCCCCCC(OC(C)(C)C)=O)=O 22-(tert-butoxycarbonyl)-45,45-dimethyl-10,19,24,43-tetraoxo-3,6,12,15,44-pentaoxa-9,18,23-triazahexatetracontanoic acid